C(C)NC(C1=C(C(=CC=C1)F)OC)=O N-ethyl-3-fluoro-2-methoxybenzamide